8-Bromo-2-(4-chloro-2-fluorophenyl)-2-(fluoromethyl)-2,3-dihydrobenzo[b][1,4]dioxin BrC1=CC=CC2=C1OC(CO2)(CF)C2=C(C=C(C=C2)Cl)F